5-(2,3',4'-trifluoro-biphenyl-4-yl)-3,6-dihydro-2H-1,3,4-oxadiazin-2-one FC1=C(C=CC(=C1)C1=NNC(OC1)=O)C1=CC(=C(C=C1)F)F